methyl 3-(2,2,2-trifluoroethyl)-1H-pyrazole-4-carboxylate FC(CC1=NNC=C1C(=O)OC)(F)F